Ethyl (2Z)-9-[N-decyl-4-(dimethylamino)butanamido]-2-fluorooctadec-2-enoate C(CCCCCCCCC)N(C(CCCN(C)C)=O)C(CCCCC\C=C(\C(=O)OCC)/F)CCCCCCCCC